tert-butyl (R)-3-((7-(8-chloronaphthalen-1-yl)-2-(((S)-1-methylpyrrolidin-2-yl)methoxy)-5,6,7,8-tetrahydropyrido[3,4-d]pyrimidin-4-yl)(methyl)amino)pyrrolidine-1-carboxylate ClC=1C=CC=C2C=CC=C(C12)N1CC=2N=C(N=C(C2CC1)N([C@H]1CN(CC1)C(=O)OC(C)(C)C)C)OC[C@H]1N(CCC1)C